CC1OC2(OC1)CN([C@@H](C2)C(=O)O)C(CNC(=O)C=2C=CC=1C(C3=CC=CC=C3C1C2)OC)=O.CN([C@@H](CCC(N)=O)C(=O)O)C(CCCCC)=O methylhexanoyl-glutamine methyl-(8S)-7-((9-methoxy-9H-fluorene-3-carbonyl)glycyl)-1,4-dioxa-7-azaspiro[4.4]nonane-8-carboxylate